CC1=CC=CC(=N1)C1=NC=CC(=N1)NC1=NC(=NC=C1)NC1=CC=C(C=C1)N1CCOCC1 N4-[2-(6-methyl-2-pyridyl)pyrimidin-4-yl]-N2-(4-morpholinophenyl)pyrimidine-2,4-diamine